2-[4-methylsulfonyl-2-nitrobenzoyl]-1,3-cyclohexanedione CS(=O)(=O)C1=CC(=C(C(=O)C2C(CCCC2=O)=O)C=C1)[N+](=O)[O-]